(2S,4R)-1-[2-(2,5-dimethyl-1,3-thiazol-4-yl)acetyl]-4-fluoro-N-[(S)-phenyl[4-(propan-2-yl)phenyl]methyl]pyrrolidine-2-carboxamide CC=1SC(=C(N1)CC(=O)N1[C@@H](C[C@H](C1)F)C(=O)N[C@H](C1=CC=C(C=C1)C(C)C)C1=CC=CC=C1)C